4-(6-amino-2-chloropyrimidin-4-yl)piperazine-1-carboxylic acid tert-butyl ester C(C)(C)(C)OC(=O)N1CCN(CC1)C1=NC(=NC(=C1)N)Cl